7-BROMO-1H-INDOLE-2-CARBALDEHYDE BrC=1C=CC=C2C=C(NC12)C=O